CN(C(C)=O)CC(=O)C1=CC=CC=C1 alpha-(N-methyl-N-acetylamino)-acetophenone